rac-(1S,2S,4R)-4-(5-bromo-6-methoxy-2H-indazol-2-yl)-2-methylcyclohexan-1-ol BrC1=CC2=CN(N=C2C=C1OC)[C@H]1C[C@@H]([C@H](CC1)O)C |r|